methyl-N-((3S)-6-(trifluoro-methyl)-2,3-dihydro-1-benzofuran-3-yl)-1,3-dihydrofuro[3,4-c]quinoline-8-carboxamide CC1OCC=2C=NC=3C=CC(=CC3C21)C(=O)N[C@@H]2COC1=C2C=CC(=C1)C(F)(F)F